FC(OC=1C(=NC(=NC1)C)N)F 5-(difluoromethoxy)-2-methylpyrimidin-4-amine